N-[1-(3-{5-[(R)-(1,3-Dimethyl-azetidin-3-yl)-hydroxy-(4-isopropyl-phenyl)-methyl]-pyridin-3-yl}-[1,2,4]oxadiazol-5-yl)-1-methyl-ethyl]-acetamide CN1CC(C1)(C)[C@@](C=1C=C(C=NC1)C1=NOC(=N1)C(C)(C)NC(C)=O)(C1=CC=C(C=C1)C(C)C)O